4-(3-Bromopropyl)piperazine-1-carboxylate BrCCCN1CCN(CC1)C(=O)[O-]